1,7-dimethoxyxanthone COC1=CC=CC=2OC3=CC=C(C=C3C(C12)=O)OC